FC1=C(C(=CC=C1)[N+](=O)[O-])NC(OC(C)(C)C)=O tertbutyl (2-fluoro-6-nitrophenyl)carbamate